undecanedicarbonitrile C(CCCCCCCCCCC#N)C#N